COCCN1C(C2=C(C(=C1)C=1C=C(C(=O)N(C)C)C=CC1)C=CN2)=O 3-[6-(2-methoxyethyl)-7-oxo-1H-pyrrolo[2,3-c]pyridin-4-yl]-N,N-dimethylbenzamide